2-((methoxycarbonyl)amino)acetic acid COC(=O)NCC(=O)O